2-(3-hydroxycyclohexyl)-5-(2-methylnonan-2-yl)phenolate OC1CC(CCC1)C1=C(C=C(C=C1)C(C)(CCCCCCC)C)[O-]